2-{[4-[4-(2-dimethylamino-phenyl)-piperidin-1-yl]-2-(1-fluoro-cyclobutyl)-quinazolin-6-yl]-methyl-amino}-ethanol CN(C1=C(C=CC=C1)C1CCN(CC1)C1=NC(=NC2=CC=C(C=C12)N(CCO)C)C1(CCC1)F)C